(4-(trifluoromethyl)phenyl)piperazine FC(C1=CC=C(C=C1)N1CCNCC1)(F)F